4-(methyl-d3)-2-(4-(methyl-d3)phenyl)-5-(trimethylsilyl)pyridine C(C1=CC(=NC=C1[Si](C)(C)C)C1=CC=C(C=C1)C([2H])([2H])[2H])([2H])([2H])[2H]